C1=C(C=CC2=CC(=CC=C12)C(=O)[O-])C(=O)[O-].[Fe+2] iron 2,6-naphthalenedicarboxylate